ClCC(=O)NC1=NC=C(N=C1Br)Br 2-chloro-N-(3,5-dibromopyrazin-2-yl)acetamide